C(C)(C)(C)OOC(C)(C)C1=CC(=CC=C1)C(C)(C)OOC(C)(C)C α,α'-bis(t-butylperoxy)m-diisopropylbenzene